[I-].[I-].C[SiH](C)[Zr+2](C1C=CC2=CC=CC=C12)C1C=CC2=CC=CC=C12 dimethylsilyl-bis(indenyl)zirconium diiodide